(2S)-2-(9-fluorenyl)methoxycarbonylaminomethyl-3-isopropoxypropionic acid benzyl ester C(C1=CC=CC=C1)OC([C@H](COC(C)C)CNC(=O)OCC1C2=CC=CC=C2C=2C=CC=CC12)=O